C(C=C)(=O)[O-].C(C=C)(=O)[O-].[Al+3].[Al+3] aluminium monoaluminum diacrylate